FC1=CC=C(CS(=O)(=O)C=2C=C(C=C(C2)N2CCOCC2)C=2C=CC3=C(OCCN3)C2)C=C1 7-(3-((4-fluorobenzyl)sulfonyl)-5-morpholinophenyl)-3,4-dihydro-2H-benzo[b][1,4]oxazine